FC(C(=O)O)(F)F.N[C@]12CN(C[C@@H]2C1)S(=O)(=O)NC(C1=C(C=C(C(=C1)Cl)OCC1CCCC1)F)=O N-(((1R,5S)-1-amino-3-azabicyclo[3.1.0]hexan-3-yl)sulfonyl)-5-chloro-4-(cyclopentylmethoxy)-2-fluorobenzamide 2,2,2-trifluoroacetate